trans-tert-butyl(cyclopropylmethyl)(3-((6-(4-hydroxyphenyl)-1-(tetrahydro-2H-pyran-2-yl)-1H-Indazol-4-yl)oxy)cyclobutyl)carbamate C(C)(C)(C)OC(N([C@@H]1C[C@H](C1)OC1=C2C=NN(C2=CC(=C1)C1=CC=C(C=C1)O)C1OCCCC1)CC1CC1)=O